BrC1=CC(=C2CN(C(C2=C1)=O)C(C(=O)[O-])C1=C2N(C=N1)CCC2)F 2-(6-bromo-4-fluoro-1-oxo-isoindolin-2-yl)-2-(6,7-dihydro-5H-pyrrolo[1,2-c]imidazol-1-yl)acetate